(R)-2-methyl-2-(6-(3-methylmorpholino)-2-(1H-pyrrolo[2,3-b]pyridin-4-yl)pyrimidin-4-yl)propionitrile CC(C#N)(C)C1=NC(=NC(=C1)N1[C@@H](COCC1)C)C1=C2C(=NC=C1)NC=C2